C1(CCCC1)[C@](C(=O)O[C@@H]1C[N+](CC1)(C)C)(C1=CC=CC=C1)O [(3S)-1,1-dimethylpyrrolidin-1-ium-3-yl] (2R)-2-cyclopentyl-2-hydroxy-2-phenylacetate